1-hydroxy-7-(trifluoromethyl)-1,3-dihydrospiro[indene-2,4'-piperidine]-1'-carboxylic acid tert-butyl ester C(C)(C)(C)OC(=O)N1CCC2(CC1)C(C1=C(C=CC=C1C2)C(F)(F)F)O